FC1(CC2CC=3N(C2CC1)CC=C(C3)F)F 2,2,8-trifluoro-1H,3H,4H,10H,10aH-pyrido[1,2-a]indole